4-chloro-2-(7,7-dimethyl-1-oxo-1,3,4,6,7,8-hexahydro-2H-cyclopenta[4,5]pyrrolo[1,2-a]pyrazin-2-yl)nicotinaldehyde ClC1=CC=NC(=C1C=O)N1C(C=2N(CC1)C1=C(C2)CC(C1)(C)C)=O